Tert-butyl (4-(1-(2,6-dimethylphenyl)-2,4,5'-trioxo-1,3a,4,9a-tetrahydro-2H-spiro[chromeno[2,3-b]pyrrole-3,2'-pyrrol]-1'(5'H)-yl)benzyl)carbamate CC1=C(C(=CC=C1)C)N1C2C(C(C3=CC=CC=C3O2)=O)C2(N(C(C=C2)=O)C2=CC=C(CNC(OC(C)(C)C)=O)C=C2)C1=O